4-[(1R,3R)-3-(5-cyclopentyl-1,3-oxazol-2-yl)-2,2-difluorocyclopropyl]benzenesulfonamide C1(CCCC1)C1=CN=C(O1)[C@@H]1C([C@H]1C1=CC=C(C=C1)S(=O)(=O)N)(F)F